(4-(1H-pyrrol-1-yl)phenyl)-2-(4-((6,7-dimethoxyquinazolin-4-yl)oxy)-2,6-difluorophenyl)-2-oxoacetamide N1(C=CC=C1)C1=CC=C(C=C1)NC(C(=O)C1=C(C=C(C=C1F)OC1=NC=NC2=CC(=C(C=C12)OC)OC)F)=O